2-cyano-5-dimethylamino-2,4-pentadienedicarboxamide trifluoroacetate FC(C(=O)O)(F)F.C(#N)C(CC(=O)N)=CC=C(C(=O)N)N(C)C